C(C)(C)(C)OC(=O)N[C@@H](CCCNC(N)=O)C(=O)O N2-(tert-butoxycarbonyl)-N5-carbamoyl-L-ornithin